ClC=1C=C(C=CC1F)C(C=1NC(=C(N1)S(=O)(=O)C)C)OCC12COC(C1)(C2)C(F)(F)F 2-[(3-chloro-4-fluorophenyl)-[[1-(trifluoromethyl)-2-oxabicyclo[2.1.1]hexan-4-yl]methoxy]methyl]-5-methyl-4-methylsulfonyl-1H-imidazole